NC1=CC=CC(=N1)S(=O)(=O)NC(=O)C=1C(=NC(=CC1)C=1C=NC(=CC1)OC(C)C)N1[C@H](CC[C@@H]1C)C N-[(6-Amino-2-pyridyl)sulfonyl]-2-[(2S,5S)-2,5-dimethylpyrrolidin-1-yl]-6-(6-isopropoxy-3-pyridyl)pyridin-3-carboxamid